ClC1([C@H]([C@@H]1C1=CC(=CC(=C1)Cl)Cl)C(=O)NC1=CC(=C(C=C1)Cl)NC(CC1=CC=CC=C1)=O)Cl |r| Trans-rac-2,2-dichloro-N-(4-chloro-3-(2-phenylacetamido)phenyl)-3-(3,5-dichlorophenyl)cyclopropane-1-carboxamide